C1(=CC=CC=C1)C1=NC(=NC(=N1)C1=C(C=C(C=C1)OCC(COC(C)CC)O)O)C1=C(C=C(C=C1)OCC(COC(C)CCC)O)O 2-phenyl-4-[2-hydroxy-4-(3-sec-butoxy-2-hydroxypropoxy)phenyl]-6-[2-hydroxy-4-(3-sec-pentoxy-2-hydroxypropoxy)phenyl]-s-triazine